4-amino-N-(5-chlorobenzo[d]oxazol-2-yl)-1-(1-(3-methylbut-2-enoyl)pyrrolidin-3-yl)-1H-pyrazolo[3,4-d]pyrimidine-3-carboxamide NC1=C2C(=NC=N1)N(N=C2C(=O)NC=2OC1=C(N2)C=C(C=C1)Cl)C1CN(CC1)C(C=C(C)C)=O